N1(CCCC1)C1=C2N=CN(C2=NC=N1)CCC[C@H]1NCCC[C@@H]1O (2R,3S)-2-(3-(6-(pyrrolidin-1-yl)-9H-purin-9-yl)propyl)piperidin-3-ol